(2R,5S)-tert-Butyl 4-(6-chloro-8-fluoro-7-(2-fluoro-6-methoxyphenyl)-2-(methylsulfonyl)quinazolin-4-yl)-2,5-dimethylpiperazine-1-carboxylate ClC=1C=C2C(=NC(=NC2=C(C1C1=C(C=CC=C1OC)F)F)S(=O)(=O)C)N1C[C@H](N(C[C@@H]1C)C(=O)OC(C)(C)C)C